[Li].CC(CC)S(=O)(=O)O methylpropanesulfonic acid lithium